(-)-(S)-malic acid C([C@@H](C(=O)O)O)C(=O)O